[Sr].[Sc] scandium-strontium